2-(6-(4-(5-(4-chloro-3-fluorophenyl)-7,7-dimethyl-4,5,6,7-tetrahydro-2H-pyrazolo[4,3-c]pyridine-2-carbonyl)-3,3-dimethylpiperazin-1-yl)pyridin-3-yl)acetic acid ClC1=C(C=C(C=C1)N1CC=2C(C(C1)(C)C)=NN(C2)C(=O)N2C(CN(CC2)C2=CC=C(C=N2)CC(=O)O)(C)C)F